ClC=1C=C(C=NC1C1=NN=NN1C)N=C(C1=CC=CC=C1)C1=CC=CC=C1 N-(5-chloro-6-(1-methyl-1H-tetrazol-5-yl)pyridin-3-yl)-1,1-diphenylmethanimine